CC1(NC(CC(C1)C(C(C(CC(=O)O)C(=O)O)C(=O)O)C(=O)O)(C)C)C (2,2,6,6-tetramethyl-4-piperidyl)1,2,3,4-butanetetracarboxylic acid